C1(CCCC1)C1=C(C(=NC=C1)N1CC(CC1)(F)F)NC(=O)C=1C=NC(=NC1)C(C)C N-(4-cyclopentyl-2-(3,3-difluoropyrrolidin-1-yl)-pyridin-3-yl)-2-isoprop-ylpyrimidine-5-carboxamide